FC(C1=CC=C(C=N1)CN)(F)F [6-(trifluoromethyl)pyridin-3-yl]methanamine